2-N-[(1R,2S)-2,6-dimethyl-2,3-dihydro-1H-inden-1-yl]-6-(1-fluoroethyl)-1,3,5-triazine-2,4-diamine C[C@@H]1[C@H](C2=CC(=CC=C2C1)C)NC1=NC(=NC(=N1)N)C(C)F